C(N)(=O)C=1C=NN(C1)C1CN(C1)C1=C(C=C2C(C(=CN(C2=N1)C1=NC=NS1)C(=O)O)=O)F 7-[3-(4-carbamoyl-1H-pyrazol-1-yl)azetidin-1-yl]-6-fluoro-4-oxo-1-(1,2,4-thiadiazol-5-yl)-1,4-dihydro-1,8-naphthyridine-3-carboxylic acid